secondary butylcarbinol C(C)(CC)CO